[Cl-].CC(CCC[NH3+])(C)C trimethylbutan-1-aminium chloride